COCC([C@H](C[C@H]1C(NCC1)=O)NC(=O)[C@@H]1[C@H]2C([C@H]2CN1C([C@@H](NC(C(F)(F)F)=O)C(C)C)=O)(C)C)=O (1R,2S,5S)-N-{(2S)-4-methoxy-3-oxo-1-[(3S)-2-oxopyrrolidin-3-yl]butan-2-yl}-6,6-dimethyl-3-[N-(trifluoroacetyl)-L-valyl]-3-azabicyclo[3.1.0]hexane-2-carboxamide